5'-chloro-2'-{[4-(hydroxymethyl)piperidin-1-yl]methyl}-7',8'-dihydro-6'H-spiro[cyclohexane-1,9'-furo[2,3-f]quinazoline]-7'-one ClC=1C=C2C(=C3C4(NC(NC13)=O)CCCCC4)OC(=C2)CN2CCC(CC2)CO